(R)-(4-(6-((6-(3-((3-Ethoxypyridin-2-yl)oxy)piperidin-1-yl)pyrazin-2-yl)amino)pyridin-2-yl)phenyl)glycin C(C)OC=1C(=NC=CC1)O[C@H]1CN(CCC1)C1=CN=CC(=N1)NC1=CC=CC(=N1)C1=CC=C(C=C1)NCC(=O)O